tert-butyl 4-(carbamoylmethyl)-1,4-diazepane-1-carboxylate C(N)(=O)CN1CCN(CCC1)C(=O)OC(C)(C)C